COC(CCCN(C)CCCC(OC)OC)OC bis(3-dimethoxymethylpropyl)-N-methylamine